3-(4-bromophenyl)-N-(2-hydroxyethyl)-N-phenylprop-2-ynamide BrC1=CC=C(C=C1)C#CC(=O)N(C1=CC=CC=C1)CCO